N1C=C(C2=CC=CC=C12)C1=NNC(=C1)N 3-(1H-indol-3-yl)-1H-pyrazol-5-amine